O1CCN(CC1)C=1C2=C(N=C(N1)N/N=C/C=1C=C(C=CC1)C)N=C(O2)C(=O)NC2=CC=CC=C2 7-morpholino-5-[(2E)-2-(m-tolylmethylene)hydrazino]-N-phenyl-oxazolo[4,5-d]pyrimidine-2-carboxamide